C1CC12CCCC2N Spiro[2.4]heptan-7-amine